1-methyl-3-methoxyethylimidazole chloride salt [Cl-].CN1CN(C=C1)CCOC